3-(2-amino-6-(1-(3-methoxybenzyl)-2-oxo-1,2-dihydropyridin-4-yl)pyrimidin-4-yl)-2-methylbenzonitrile NC1=NC(=CC(=N1)C=1C(=C(C#N)C=CC1)C)C1=CC(N(C=C1)CC1=CC(=CC=C1)OC)=O